4,4'-carbonylbis(methylbenzoate) C(=O)(C1=CC(=C(C(=O)[O-])C=C1)C)C1=CC(=C(C(=O)[O-])C=C1)C